C(C1=CC=CC=C1)OC(=O)NCCC1=CC(=C(C=C1F)N1CC(C1)N(C(OC(C)(C)C)=O)C)F tert-Butyl (1-(4-(2-(((benzyloxy)carbonyl)amino)ethyl)-2,5-difluorophenyl)azetidin-3-yl)(methyl)carbamate